FC1=NC(=C2N=CN(C2=N1)C1OCC1)NCC1=C(C=CC=C1)C(F)(F)F 2-fluoro-6-{[2-(trifluoromethyl)benzyl]amino}-9-(oxetan-2-yl)-9H-purine